2,5-dimethyl-mercapto-1,4-dithiane CC1(SCC(SC1)C)S